[Si](C)(C)(C(C)(C)C)OCCN1CC(C1)O[Si](C1=CC=CC=C1)(C1=CC=CC=C1)C(C)(C)C 1-(2-((tert-butyldimethylsilyl)oxy)ethyl)-3-((tert-butyldiphenylsilyl)oxy)azetidine